1-((1S,4aS,4bR,6aR,8R,11aS,11bR,13aS)-8-hydroxy-8,13a-dimethyloctadecahydro-1H-cyclohepta[a]phenanthren-1-yl)-2-(5-methyl-1H-tetrazol-1-yl)ethan-1-one O[C@]1(C[C@@H]2[C@@H]([C@H]3CC[C@@]4([C@H](CCC[C@H]4[C@@H]3CC2)C(CN2N=NN=C2C)=O)C)CCC1)C